7-(2-((5-(5H-pyrido[4,3-b]indol-7-yl)pyridin-2-yl)oxy)acetamido)-N-(4-(N-(3-(3-chloro-10,11-dihydro-5H-dibenzo[b,f]azepin-5-yl)propyl)-N-methylsulfamoyl)phenyl)heptanamide C1=NC=CC=2NC=3C=C(C=CC3C21)C=2C=CC(=NC2)OCC(=O)NCCCCCCC(=O)NC2=CC=C(C=C2)S(N(C)CCCN2C1=C(CCC3=C2C=CC=C3)C=CC(=C1)Cl)(=O)=O